C(C)(C)(C)OC(=O)N1CCN(CC1)C(=O)C=1N(C2=CC(=C(C=C2C1O)F)F)C 4-(5,6-difluoro-3-hydroxy-1-methyl-1H-indole-2-carbonyl)piperazine-1-carboxylic acid tert-butyl ester